COC1=CC=C(CN2CC(NCC2)C2=C(C=CC=C2)C)C=C1 (4-methoxybenzyl)-3-(o-tolyl)piperazine